ICCC(CCI)=O 1,5-diiodo-3-pentanone